ClC1=C(C=NC=C1Cl)S(=O)(=O)Cl 4,5-dichloropyridine-3-sulfonyl chloride